8-(4-Chloro-2-cyanophenyl)-9-(4-((1-(3-fluoropropyl)azetidin-3-yl)methyl)phenyl)-6,7-dihydro-5H-benzo[7]annulen ClC1=CC(=C(C=C1)C=1CCCC2=C(C1C1=CC=C(C=C1)CC1CN(C1)CCCF)C=CC=C2)C#N